C(C(C)(C)C)(=O)OC(C(CC(=O)OC(C(C)(C)C)=O)CC1=CC=CC=C1)=O benzyl-succinic acid dipivalyl ester